COC1=C(C=NC=C1)N1N=C2C(=CC1=O)NN=C2C2=CC=C(C=C2)C=2C=NN(C2)C 5-(4-methoxypyrid-3-yl)-3-(4-(1-methyl-1H-pyrazol-4-yl)phenyl)-1H-pyrazolo[4,3-c]pyridazin-6(5H)-one